C[Si](CCOCOC1=C(C=CC=C1OCOCC[Si](C)(C)C)C1CCN(CC1)CC1=NC2=C(N1CCOC)C=C(C=C2)C(=O)OC)(C)C methyl 2-{[4-(2,3-bis{[2-(trimethylsilyl) ethoxy] methoxy} phenyl) piperidin-1-yl] methyl}-1-(2-methoxyethyl)-1H-benzimidazole-6-carboxylate